N(C)C[C@H](O)[C@@H](O)[C@H](O)[C@H](O)CO.C(C1=CC=CC=C1)(=O)O benzoic acid meglumine salt